6-Amino-3-((1S,3S)-3-(5-amino-4-methyl-1H-pyrazol-1-yl)-4'-chloro-1',2'-dihydrospiro[cyclopentane-1,3'-pyrrolo[2,3-b]pyridin]-5'-yl)-2-fluoro-N,N-dimethylbenzamide NC1=CC=C(C(=C1C(=O)N(C)C)F)C=1C(=C2C(=NC1)NC[C@@]21C[C@H](CC1)N1N=CC(=C1N)C)Cl